(7S)-7-((1H-pyrazolo[3,4-c]pyridin-1-yl)methyl)-7-methyl-1-oxa-3-azaspiro[4.5]decan-2-one N1(N=CC=2C1=CN=CC2)C[C@@]2(CC1(CNC(O1)=O)CCC2)C